FC1=CC=C(C=C1)NC(=O)C1(CC1)C(=O)N N'-(4-fluorophenyl)-cyclopropan-1,1-dicarboxamid